(S)-6-(4-(5-(3,5-difluorophenyl)-4,5-dihydro-1H-pyrazole-1-carbonyl)piperazin-1-yl)pyrimidine-4-carboxamide FC=1C=C(C=C(C1)F)[C@@H]1CC=NN1C(=O)N1CCN(CC1)C1=CC(=NC=N1)C(=O)N